6-(4-methylpyridin-3-yl)-3-(2-{[(3S)-piperidin-3-yl]amino}-5-(trifluoromethyl)pyrimidin-4-yl)-1H,6H,7H-pyrrolo[2,3-c]pyridin-7-one CC1=C(C=NC=C1)N1C(C2=C(C=C1)C(=CN2)C2=NC(=NC=C2C(F)(F)F)N[C@@H]2CNCCC2)=O